C(C(=C)C)(=O)OCCCCCCOC(C)=O 6-ACETOXYHEXYL METHACRYLATE